hydroxyethylethanediamine OCCC(C)(N)N